fluoro(trifluoromethyl)phenyl-boroxine FB1OB(OB(O1)C1=CC=CC=C1)C(F)(F)F